C(C)(C)(C)NC1=NC=CC=C1I N-(tert-butyl)-3-iodopyridin-2-amine